4-cyclopentyl-2-[2-(dimethylamino)ethoxy]aniline C1(CCCC1)C1=CC(=C(N)C=C1)OCCN(C)C